acryloyloxyundecylmethyldichlorosilane C(C=C)(=O)OCCCCCCCCCCC[Si](Cl)(Cl)C